(1aR,5aR)-2-Pyrazin-2-yl-1a,2,5,5a-tetrahydro-1H-2,3-diaza-cyclopropa[a]pentalene-4-carboxylic acid ((R)-1,2-dimethyl-propyl)-amide C[C@H](C(C)C)NC(=O)C=1C=2C[C@@H]3[C@H](C2N(N1)C1=NC=CN=C1)C3